5-chloro-4-hydroxy-4-methylchroman ClC1=C2C(CCOC2=CC=C1)(C)O